NC1=NC=NN2C1=C(C=C2C2CN(CC2)C(=O)OC(C)(C)C)C2=C(C=CC=C2)C(N(C(C)C)C(C)C)=O Tert-butyl 3-(4-amino-5-{2-[diisopropylcarbamoyl]phenyl}pyrrolo[2,1-f][1,2,4]triazin-7-yl)pyrrolidine-1-carboxylate